O=C(CCO[C@H](C)C1=NNC(C(=C1)C(F)(F)F)=O)N1CCN(CC1)C1=NC=C(C=N1)C(F)(F)F |r| rac-3-[1-[3-Oxo-3-[4-[5-(trifluoromethyl)pyrimidin-2-yl]piperazin-1-yl]propoxy]ethyl]-5-(trifluoromethyl)-1H-pyridazin-6-one